tert-butyl 4-[[1-[[1-(2,6-dioxo-3-piperidyl)-3-methyl-2-oxo-benzimidazol-5-yl]methyl]-4-piperidyl]oxy]piperidine-1-carboxylate O=C1NC(CCC1N1C(N(C2=C1C=CC(=C2)CN2CCC(CC2)OC2CCN(CC2)C(=O)OC(C)(C)C)C)=O)=O